4,4'-[1-[4-[1-(4-hydroxy-3,5-dimethylphenyl)-1-methylethyl]phenyl]ethylene]bis(2,6-dimethylphenol) OC1=C(C=C(C=C1C)C(C)(C)C1=CC=C(C=C1)C(CC1=CC(=C(C(=C1)C)O)C)C1=CC(=C(C(=C1)C)O)C)C